N-benzylPhenyl-2-(phenylethynyl)-5-(trifluoromethyl)benzamide C(C1=CC=CC=C1)NC(C1=C(C(=CC(=C1)C(F)(F)F)C1=CC=CC=C1)C#CC1=CC=CC=C1)=O